OCCCCCN Hydroxypentyl-amine